N1C(C2(C3=CC=CC=C13)CCCCCC2)=O spiro[cycloheptan-1,3'-indolin]-2'-one